3-fluoropyrrolidine HCl salt Cl.FC1CNCC1